BrC1=NC(=C(C2=C1CC(C2)C(=O)OC)C)OCC2(CC2)NC(=O)OC(C)(C)C methyl 1-bromo-4-methyl-3-[[1-[(2-methylpropan-2-yl)oxycarbonylamino]cyclopropyl]methoxy]-6,7-dihydro-5H-cyclopenta[c]pyridine-6-carboxylate